C1(CCCC1)NC(C1=CN=CC(=C1N1CC2(CCCN2)CC1)C1=NC2=C(N1)C=CC=C2C)=O N-cyclopentyl-4-(1,7-diaza-7-spiro[4.4]nonyl)-5-(4-methyl-1H-1,3-benzimidazol-2-yl)nicotinamide